FC=1C=C(C=CC1)[C@@H](N)C1=NC=CC=C1 |r| (rac)-(3-fluorophenyl)(pyridin-2-yl)methanamine